2-(4-(4-fluoro-phenyl)-4-hydroxypiperidin-1-yl)-propan-1-ol FC1=CC=C(C=C1)C1(CCN(CC1)C(CO)C)O